C(=O)(O)CCCC(=O)N[C@@H](CCS)C(=O)O N-carboxybutyryl-homocysteine